2,6-bis(2'-methoxy-5'-methyl-3'-(2-phenylpropan-2-yl)-[1,1'-biphenyl]-2-yl)pyridine COC1=C(C=C(C=C1C(C)(C)C1=CC=CC=C1)C)C1=C(C=CC=C1)C1=NC(=CC=C1)C1=C(C=CC=C1)C1=C(C(=CC(=C1)C)C(C)(C)C1=CC=CC=C1)OC